ClC1=C(C(=O)N2CCC(CC2)C(=O)N2CCNCC2)C=CC(=C1)NC=1C=2N(C=CN1)C(=CN2)C2=C(C(=C(C=C2)OCC#N)F)F 4-(1-(2-chloro-4-((3-(4-(cyanomethoxy)-2,3-difluorophenyl)imidazo[1,2-a]pyrazin-8-yl)amino)benzoyl)piperidine-4-carbonyl)piperazine